1-(4-(benzyloxy)-6-methoxybenzofuran-2-yl)-2-chloroethanone C(C1=CC=CC=C1)OC1=CC(=CC2=C1C=C(O2)C(CCl)=O)OC